FC(OC[C@H]1N(C[C@H](C1)OC)C1=CC=C(C(=O)O)C=C1)F 4-((2S,4S)-2-((difluoromethoxy)methyl)-4-methoxypyrrolidin-1-yl)benzoic acid